C(C1CO1)OCCC[Si](OCC)(OCC)C 3-(2,3-epoxypropoxy)propyl-methyl-diethoxysilicon